N-α-Boc-L-lysine CC(C)(C)OC(=O)NC(CCCCN)C(=O)O